CC(C(=O)O)=CC1=C(C=CC(=C1)C(C)C)C(C)C methyl-2,5-diisopropylcinnamic acid